FC1=C(C=C(C=C1)N1C(=C(C2=C(C=CC=C12)O)C1CC(CCC1)CC(=O)O)C(C)C)C 2-[3-[1-(4-fluoro-3-methyl-phenyl)-4-hydroxy-2-isopropyl-indol-3-yl]cyclohexyl]acetic acid